C1(=CC=CC=C1)CCCC#N 4-phenyl-butanenitrile